Cl.FC=1C=C(C=CC1)NC([C@@H](C)NC)=O (2R)-N-(3-fluorophenyl)-2-(methylamino)propanamide hydrochloride